(S)-2-(1,3-Dimethyl-7-oxo-1,7-dihydro-6H-pyrazolo[3,4-d]pyridazin-6-yl)-N-(1-(5-(trifluoromethyl)pyridin-2-yl)ethyl)acetamid CN1N=C(C2=C1C(N(N=C2)CC(=O)N[C@@H](C)C2=NC=C(C=C2)C(F)(F)F)=O)C